N-{4-[4-Amino-7-(1,4-dioxa-spiro[4.5]dec-8-yl)-1-isopropyl-1H-pyrazolo[4,3-c]pyridin-3-yl]-2,5-difluoro-phenyl}-2-fluoro-5-methyl-benzenesulfonamide NC1=NC=C(C2=C1C(=NN2C(C)C)C2=CC(=C(C=C2F)NS(=O)(=O)C2=C(C=CC(=C2)C)F)F)C2CCC1(OCCO1)CC2